N1CCCC[C@@]12CN(CCC2)C2=C1C(=NC=C2)NC=C1C=1SC(=CN1)C 2-[4-[(6R)-1,8-diazaspiro[5.5]undecan-8-yl]-1H-pyrrolo[2,3-b]pyridin-3-yl]-5-methyl-thiazole